3-chloro-5-hydroxybenznitrile ClC=1C=C(C#N)C=C(C1)O